C(C1=CC=CC=C1)(=O)[C@]1([C@H](O[C@@H]([C@H]([C@@H]1O)O)CO)[C@]1([C@@](O)(O[C@@H]([C@H]([C@@H]1O)OC(C1=CC=CC=C1)=O)CO)OCCN=[N+]=[N-])O)O 2,4-O-dibenzoyl-α-D-mannopyranosyl-2-azidoethoxy-α-D-mannopyranose